6-(azetidin-3-yl)-2-chloro-N-[(furan-2-yl)methyl]-7-methylthieno[3,2-d]pyrimidin N1CC(C1)C1=C(C=2N(C(N=CC2S1)Cl)CC=1OC=CC1)C